FC(S(=O)(=O)ON1C(=O)C2C3C=CC(C2C1=O)O3)(F)F N-(trifluoromethylsulfonyloxy)-7-oxabicyclo-[2.2.1]-hept-5-ene-2,3-dicarboximide